nitro-4-chlorobenzoic acid [N+](=O)([O-])C1=C(C(=O)O)C=CC(=C1)Cl